ClC1=C(C=CC=C1COC1=NC(=C(C(=N1)OC)CN1[C@@H](CCC1)C(=O)O)OC)C1=C(C(=CC=C1)OCCCN1CCN(CC1)C)C ((2-((2-chloro-2'-methyl-3'-(3-(4-methylpiperazin-1-yl)propoxy)-[1,1'-biphenyl]-3-yl)methoxy)-4,6-dimethoxypyrimidin-5-yl)methyl)-L-proline